S(=O)(=O)([O-])[O-].[Ce+3].S(=O)(=O)([O-])[O-].S(=O)(=O)([O-])[O-].[Ce+3] cerium (iii) sulfate